[Na+].IC=1C(=C(C(=C2C(OC(=O)C12)S(=O)(=O)[O-])I)I)I tetraiodosulfophthalide sodium salt